O[C@H]1CNCCC1 |r| racemic-3-hydroxypiperidine